benzyl (S)-4-(1-(4-(3-(tert-butoxy)-3-oxopropyl)-2-isopropylpyridin-3-yl)-7-chloro-6-fluoro-2-oxo-1,2-dihydropyrido[2,3-d]pyrimidin-4-yl)-2-(cyanomethyl)piperazine-1-carboxylate C(C)(C)(C)OC(CCC1=C(C(=NC=C1)C(C)C)N1C(N=C(C2=C1N=C(C(=C2)F)Cl)N2C[C@@H](N(CC2)C(=O)OCC2=CC=CC=C2)CC#N)=O)=O